CNS(=O)(=O)CC1=CC=C(C=C1)C1=NN(C(C2=CC=CC=C12)=O)C n-methyl-1-(4-(3-methyl-4-oxo-3,4-dihydro-phthalazin-1-yl)phenyl)methanesulfonamide